4-methyl-cyclohexyl-pentyl-dimethoxysilane CC1CCC(CC1)[Si](OC)(OC)CCCCC